methylbis(trichloroacetoxy)silane C[SiH](OC(C(Cl)(Cl)Cl)=O)OC(C(Cl)(Cl)Cl)=O